tert-butyl N-[(3R)-8-fluoro-1,1,4-trioxo-7-(2H-tetrazol-5-yl)-5-[[4-(trifluoromethoxy)phenyl]methyl]-2,3-dihydro-1λ6,5-benzothiazepin-3-yl]carbamate FC1=CC2=C(N(C([C@H](CS2(=O)=O)NC(OC(C)(C)C)=O)=O)CC2=CC=C(C=C2)OC(F)(F)F)C=C1C=1N=NNN1